Eicosadienal CCCCCCCCCCCCCCCC=CC=CC=O